3-[(tert-butoxycarbonyl)amino]-2-(3-chlorophenyl)propanoic acid C(C)(C)(C)OC(=O)NCC(C(=O)O)C1=CC(=CC=C1)Cl